4-[5-[1-(cyanomethyl)pyrazol-4-yl]benzimidazol-1-yl]-N-cyclopropyl-2-(difluoromethoxy)-6-methoxy-benzamide C(#N)CN1N=CC(=C1)C1=CC2=C(N(C=N2)C2=CC(=C(C(=O)NC3CC3)C(=C2)OC)OC(F)F)C=C1